[Fe].N1(N=CC=C1)C1(OC=2C=CC3=C(OC4=C3C=CC=C4)C2C2=NC=CC=C2)CC=CC=C1 2-(3-(1-(1H-pyrazol-1-yl)phenoxy)dibenzo[b,d]furan-4-yl)pyridine iron